Benzyl-3-hydroxycyclobutenecarboxylic acid C(C1=CC=CC=C1)C1=C(CC1O)C(=O)O